4-(4-{(S)-1-[8-(3-Hydroxy-2,2-dimethyl-propyl)-7-oxo-7,8-dihydro-pyrido[2,3-d]pyrimidin-2-ylamino]-ethyl}-benzyl)-piperazin OCC(CN1C(C=CC2=C1N=C(N=C2)N[C@@H](C)C2=CC=C(CN1CCNCC1)C=C2)=O)(C)C